ClC1=C(N=CC(=N1)N1CCC2([C@@H]([C@@H](OC2)C)NC(OC(C)(C)C)=O)CC1)C#N tert-butyl ((3S,4S)-8-(6-chloro-5-cyanopyrazin-2-yl)-3-methyl-2-oxa-8-azaspiro[4.5]decan-4-yl)carbamate